Cl.NCCC1=CC=C(C=C1)S(=O)(=O)F 4-(2-aminoethyl)-benzenesulphonyl fluoride hydrochloride